3,4-bis[(6Z,15Z)-henicosa-6,15-dien-11-yl] 1-(2-hydroxyethyl)pyrrolidine-3,4-dicarboxylate OCCN1CC(C(C1)C(=O)OC(CCC\C=C/CCCCC)CCC\C=C/CCCCC)C(=O)OC(CCC\C=C/CCCCC)CCC\C=C/CCCCC